P(=O)(=O)[O] phosphooxygen